C(C)(C)(C)OC(C[C@H](C(=O)O)CC1=NC=CC=C1)=O (R)-4-(tert-butoxy)-4-oxo-2-(pyridin-2-ylmethyl)butanoic acid